C(C)C1=CC(=C(O1)C(=O)O)C(C(C)C)=O 5-Ethyl-3-isobutyrylfuran-2-carboxylic acid